(S)-4-(((S)-3-fluoro-2-methoxypropyl)(4-(5,6,7,8-tetrahydro-1,8-naphthyridin-2-yl)butyl)amino)-2-(2-(pyrimidin-5-yl)acetamido)butanoic acid FC[C@H](CN(CC[C@@H](C(=O)O)NC(CC=1C=NC=NC1)=O)CCCCC1=NC=2NCCCC2C=C1)OC